N1N=CC2=C(C=CC=C12)C=1N=NN(C1)CC1=CC=C2C=C(NC2=C1)CNCC1(CCC1)O 1-[[[6-[[4-(1H-indazol-4-yl)triazol-1-yl]methyl]-1H-indol-2-yl]methylamino]methyl]cyclobutanol